The molecule is an acyl tetraketide pyran-2-one that is 4-hydroxy-2H-pyran-2-one in which the hydrogen at position 6 is replaced by a 3-methyl-2-oxoheptadecyl group. CCCCCCCCCCCCCCC(C)C(=O)CC1=CC(=CC(=O)O1)O